FC(C1=CC=C(N=N1)NC1CC2(CNC2)C1)(F)F N-[6-(trifluoromethyl)pyridazin-3-yl]-2-azaspiro[3.3]heptan-6-amine